FC=1C=C(C=CC1F)CC1=NC2=CC=C(C=C2C(N1)=O)OC1=CC(=NC=C1)C=1C=NN(C1)C 2-[(3,4-difluorophenyl)methyl]-6-{[2-(1-methylpyrazol-4-yl)-4-pyridyl]oxy}-3H-quinazolin-4-one